4-[3-[(1R)-1-[[5-[(1R,5s)-8-(cyclopropylmethyl)-3,8-diazabicyclo[3.2.1]oct-3-yl]-2-methyl-benzoyl]amino]ethyl]-5-methoxy-phenyl]-1-methyl-pyrrole-2-carboxylic acid benzyl ester C(C1=CC=CC=C1)OC(=O)C=1N(C=C(C1)C1=CC(=CC(=C1)OC)[C@@H](C)NC(C1=C(C=CC(=C1)N1C[C@H]2CC[C@@H](C1)N2CC2CC2)C)=O)C